5-(6-chloro-5-((1S,2R)-2-(2,2,2-trifluoroethyl)cyclopropyl)pyridazin-3-yl)pyrimidine ClC1=C(C=C(N=N1)C=1C=NC=NC1)[C@@H]1[C@H](C1)CC(F)(F)F